N-[4-[(6,7-dimethoxy-1,5-naphthyridin-4-yl)oxy]phenyl]-2-ethyl-5-(4-fluoro-2-methylphenyl)-4-hydroxy-6-methylpyridine-3-carboxamide COC=1N=C2C(=CC=NC2=CC1OC)OC1=CC=C(C=C1)NC(=O)C=1C(=NC(=C(C1O)C1=C(C=C(C=C1)F)C)C)CC